4-[[(2S,6R)-2-[[bis(4-methoxyphenyl)-phenyl-methoxy]methyl]-6-(5-methyl-2,4-dioxo-pyrimidin-1-yl)-1,4-dioxane-2-yl]methoxy]-4-oxo-butyric acid COC1=CC=C(C=C1)C(OC[C@]1(O[C@H](COC1)N1C(NC(C(=C1)C)=O)=O)COC(CCC(=O)O)=O)(C1=CC=CC=C1)C1=CC=C(C=C1)OC